Cl.N[C@H]1C[C@H](N(C1)C(=O)OC(C)(C)C)C(=O)OC 1-tert-butyl 2-methyl (2S,4S)-4-aminopyrrolidine-1,2-dicarboxylate hydrochloride